[Si](C)(C)(C(C)(C)C)OC=1C=C2C(=NN(C2=CC1)C1OCCCC1)C1=CC=CC(=N1)O[C@@H](COCC[C@@H](C)CS(=O)(=O)[O-])C [(1R)-3-[(2R)-2-[[6-[5-[tert-butyl (dimethyl)silyl]oxy-1-tetrahydropyran-2-yl-indazol-3-yl]-2-pyridyl]oxy]propoxy]-1-methyl-propyl]methanesulfonate